C1C(CC2=CC=CC=C12)CNCCC1CN(C(O1)=O)C=1C=CC=2OCC(NC2N1)=O 6-[5-[2-(2,3-dihydro-1H-inden-2-ylmethyl-amino)-ethyl]-2-oxo-1,3-oxazolidin-3-yl]-4H-pyrido[3,2-b][1,4]oxazin-3-one